N1(N=CC=C1)C=1C=C(C=CC1)[C@@H]1C[C@@H](N(CC1)C(=O)OC(C)(C)C)C(N[C@H](C(=O)NCC1=C(C=CC(=C1)Cl)N1N=NN=C1)C)=O tert-butyl (2R,4S)-4-(3-(1H-pyrazol-1-yl)phenyl)-2-(((S)-1-((5-chloro-2-(1H-tetrazol-1-yl)benzyl)amino)-1-oxopropan-2-yl)carbamoyl)piperidine-1-carboxylate